[3H]pyrylamine O1C(CCC=C1)N